FC1(CC1)C1=CC(=C(C(=C1)C)N1N=C2N=C(NC(C2=C1)=O)OC)C 2-[4-(1-fluorocyclopropyl)-2,6-dimethylphenyl]-6-methoxy-2,5-dihydro-4H-pyrazolo[3,4-d]pyrimidin-4-one